7-iodo-2H-benzofuran IC1=CC=CC=2CCOC21